C(C)(C)(C)C1=CC=CC2=CC3=C(C=CC=C3C(=C12)OC(=O)CCC(=O)O)C(C)(C)C 1,5-bis(tert-butyl)-9-(2-carboxyethyl)carbonyloxyanthracene